4-[(S)-(5-chloro-2-pyridyl)-cyclopropyl-methyl]piperidin-4-ol ClC=1C=CC(=NC1)[C@@H](C1(CCNCC1)O)C1CC1